2-(4-((1H-benzo[d]imidazol-6-yl)oxy)-3,5-difluorophenyl)-3,5-dioxo-2,3,4,5-tetrahydro-1,2,4-triazine-6-carbonitrile N1C=NC2=C1C=C(C=C2)OC2=C(C=C(C=C2F)N2N=C(C(NC2=O)=O)C#N)F